3-(4-methylbenzyl)-quinoline CC1=CC=C(CC=2C=NC3=CC=CC=C3C2)C=C1